(17β)-estra-1,3,5(10)-triene-3,17-diol C[C@@]12[C@H](CC[C@H]1[C@@H]1CCC=3C=C(C=CC3[C@H]1CC2)O)O